(5Z,8Z,11Z,14Z,17Z)-ethyl nonadeca-5,8,11,14,17-pentaenoate C(CCC\C=C/C\C=C/C\C=C/C\C=C/C\C=C/C)(=O)OCC